4'-Fluoro-2'-(4-methyl-4H-1,2,4-triazol-3-yl)-[1,1'-biphenyl]-3-amine FC1=CC(=C(C=C1)C1=CC(=CC=C1)N)C1=NN=CN1C